CC=1C(=NSC1C)NS(=O)(=O)C1=C(C=CC=C1)C1=C(C=C(C=C1)CCCCCC(=O)N[C@H](C(=O)OC)C(C)C)COCC (S)-methyl 2-(N-((2'-(N-(4,5-dimethylisothiazol-3-yl) sulfamoyl)-2-(ethoxymethyl)-[1,1'-biphenyl]-4-yl) methyl) pentanoylamino)-3-methylbutanoate